N1C(=NC2=C1C=CC=C2)C2=CC=C(N)C=C2 4-(1H-Benzo[d]imidazol-2-yl)anilin